Trimethyl-4,13-dioxo-3,14-dioxa-5,12-diazahexadecan-1,16-diyldimethacrylat CC(C(C(=O)[O-])=C(CCOC(NCCCCCCNC(OCCC=C(C(=O)[O-])C)=O)=O)C)C